FC1=C(C(=C(C(=C1F)F)F)F)[B-](C1=C(C(=C(C(=C1F)F)F)F)F)(C1=C(C(=C(C(=C1F)F)F)F)F)C1=C(C(=C(C(=C1F)F)F)F)F.C(CCCCCCCCCCCCCCC)[NH+](CCCCCCCCCCCC)C1=C(C=CC=C1)C N-hexadecyl-N-dodecyl-tolylammonium [tetrakis(perfluorophenyl) borate]